C(C)C(CN(C1=C(C=CC=C1)N(C(C)CC)CC(CCCC)CC)C(C)CC)CCCC N,N'-di(2-ethylhexyl)-N,N'-di(sec-butyl)-phenylenediamine